OCCN(C(=O)C=1N=CSC1)C N-(2-hydroxyethyl)-N-methylthiazole-4-carboxamide